FC1(CN(C2=C(OC1)C=C(C=N2)C(=O)N2CCCCC2)C2=CC=1N(C=C2)C(N(N1)C)=O)F 7-(3,3-Difluoro-8-(piperidine-1-carbonyl)-3,4-dihydropyrido[3,2-b][1,4]oxazepin-5(2H)-yl)-2-methyl-[1,2,4]triazolo[4,3-a]pyridin-3(2H)-one